N1C=NC2=C1C=C(C(=C2)O)O 1H-benzo[d]imidazole-5,6-diol